methyl 6-(tert-butoxycarbonylamino)-2-[[4-[6-[(4-cyano-2-fluoro-phenyl)methoxy]-2-pyridyl]-1-piperidyl]methyl]-3-[[(2S)-oxetan-2-yl]methyl]benzimidazole-5-carboxylate C(C)(C)(C)OC(=O)NC=1C(=CC2=C(N=C(N2C[C@H]2OCC2)CN2CCC(CC2)C2=NC(=CC=C2)OCC2=C(C=C(C=C2)C#N)F)C1)C(=O)OC